(3S)-3-({N-[{[2-(2-Methyl-2-propanyl)phenyl]amino}(oxo)acetyl]alanyl}amino)-4-oxo-5-(2,3,5,6-tetrafluorophenoxy)pentanoic acid CC(C)(C)C1=C(C=CC=C1)NC(C(=O)N[C@@H](C)C(=O)N[C@@H](CC(=O)O)C(COC1=C(C(=CC(=C1F)F)F)F)=O)=O